FC(OC1=CC=C(CC=2SC3=C(N2)C=CC(=C3)N)C=C1)(F)F 2-(4-(trifluoromethoxy)benzyl)benzo[d]thiazol-6-amine